ClC=1C(=NC=C(C1)Cl)\C(\CNC(=O)C=1C(=NN(C1)C)C(F)F)=N/OC(C)C (Z)-N-[2-(3,5-dichloropyridin-2-yl)-2-(isopropyloximino)ethyl]-3-(difluoromethyl)-1-methyl-1H-pyrazole-4-carboxamide